ClC=1C=CC2=C(CCC=3C(=NC=CC3)C2=C2CCN(CC2)CCCOC2=CC=C(CNC(N(C3CCN(CC3)C)CC3=CC=C(C=C3)F)=O)C=C2)C1 3-(4-(3-(4-(8-chloro-5,6-dihydro-11H-benzo[5,6]cyclohepta[1,2-b]pyridin-11-ylidene)piperidin-1-yl)propoxy)benzyl)-1-(4-fluorobenzyl)-1-(1-methylpiperidin-4-yl)urea